N-(4-bromobutyl)naphthalene-2-sulfonamide methyl(4-(4-(1-(2,6-dioxopiperidin-3-yl)-3-methyl-2-oxo-2,3-dihydro-1H-benzo[d]imidazol-4-yl)piperazin-1-yl)-4-oxobutyl)carbamate CN(C(O)=O)CCCC(=O)N1CCN(CC1)C1=CC=CC=2N(C(N(C21)C)=O)C2C(NC(CC2)=O)=O.BrCCCCNS(=O)(=O)C2=CC1=CC=CC=C1C=C2